1-(1-(5-ethyl-1-(pyridin-2-ylmethyl)-1H-pyrazol-4-yl)-1-oxopropan-2-yl)-5-ethynylpyridin-2(1H)-one C(C)C1=C(C=NN1CC1=NC=CC=C1)C(C(C)N1C(C=CC(=C1)C#C)=O)=O